C(C)OC(=O)C1CCCCCC(C2=NN=C(C=3C(=CC(=C(N1)N3)C(F)(F)F)N)O2)(C(F)(F)F)O 17-amino-6-hydroxy-6,15-bis(trifluoromethyl)-19-oxa-3,4,13,18-tetraazatricyclo[12.3.1.12,5]nonadeca-1(18),2,4,14,16-penta-ene-12-carboxylic acid ethyl ester